CC1=C(O[Ti])C(=CC(=C1)C)C 2,4,6-trimethylphenoxytitanium